ClC1=C(C=C(C=C1)Cl)S(=O)(=O)OCC(C)(C)C (2,2-dimethylpropyl) 2,5-dichlorobenzenesulfonate